4-((1-(2-chloro-3-fluorophenyl)ethyl)amino)-2-fluorobenzoic acid ClC1=C(C=CC=C1F)C(C)NC1=CC(=C(C(=O)O)C=C1)F